Cl.Cl.Cl.CN(C1=C2N=CN(C2=NC=N1)CCC[C@H]1NCCC[C@@H]1O)C (2R,3S)-2-(3-(6-(dimethylamino)-9H-purin-9-yl)propyl)piperidin-3-ol trihydrochloride